C(C)(C)C1=C(C(=CC=C1)C(C)C)N1C(N(C=C1)C1=C(C=CC=C1C(C)C)C(C)C)=[Ni] [1,3-bis(2,6-di-i-propylphenyl)imidazol-2-ylidene]nickel(II)